3-[2-methyl-4-(1H-pyrrolo[2,3-b]pyridin-4-yloxy)phenyl]-1-[5-(trifluoromethyl)-3-pyridinyl]-2,4-imidazolidinedione CC1=C(C=CC(=C1)OC1=C2C(=NC=C1)NC=C2)N2C(N(CC2=O)C=2C=NC=C(C2)C(F)(F)F)=O